(S)-2-((2-((S)-2-(difluoromethyl)-6-carbonylpiperazin-1-yl)-5,6-dihydrobenzo[f]imidazo[1,2-d][1,4]oxazepin-9-yl)amino)propionamide FC([C@H]1N(C(CNC1)=C=O)C=1N=C2N(CCOC3=C2C=CC(=C3)N[C@H](C(=O)N)C)C1)F